FC1=CC=C(C=C1)C1=C(C2=C(S1)C=C(C=C2)O)OC2=CC=C(OCC1CCN(CC1)CCN1CCC(CC1)C=1C=C3CN(C(C3=CC1)=O)C1C(NC(CC1)=O)=O)C=C2 3-(5-(1-(2-(4-((4-((2-(4-fluorophenyl)-6-hydroxybenzo[b]thiophen-3-yl)oxy)phenoxy)methyl)piperidin-1-yl)ethyl)piperidin-4-yl)-1-oxoisoindolin-2-yl)piperidine-2,6-dione